C1=CC=CC=2C3=CC=CC=C3C(C(C12)=O)=O.[Na] sodium 9,10-phenanthrenequinone